2-(5,5-diphenylbenzo[b][1]benzosilol-1-yl)-4,4,5,5-tetramethyl-1,3,2-dioxaborolane C1(=CC=CC=C1)[Si]1(C2=C(C3=C1C=CC=C3)C(=CC=C2)B2OC(C(O2)(C)C)(C)C)C2=CC=CC=C2